(S)-3-(1-(5,6-dihydro-8H-imidazo[2,1-c][1,4]oxazin-3-yl)pyrrolidin-3-yl)-4-methyl-N-(5-(trifluoromethyl)pyridin-3-yl)benzamide N=1C=C(N2C1COCC2)N2C[C@@H](CC2)C=2C=C(C(=O)NC=1C=NC=C(C1)C(F)(F)F)C=CC2C